ClCC=1N=C2N(C=C(C=C2N2C=NN=C2)C2CC2)C1 2-(chloromethyl)-6-cyclopropyl-8-(4H-1,2,4-triazol-4-yl)imidazo[1,2-a]pyridine